O1C(CCCC1)N1N=CC(=CC1=O)NCC1COCCC1 2-tetrahydropyran-2-yl-5-(tetrahydropyran-3-ylmethylamino)pyridazin-3-one